N1CC(C1)N1CCN(CC1)C1=CC=C(C=C1)NC1=NC=CC(=N1)NC1=NC(=NC=C1)C1=NC(=CC=C1)C N2-[4-[4-(azetidin-3-yl)piperazin-1-yl]phenyl]-N4-[2-(6-methyl-2-pyridyl)pyrimidin-4-yl]pyrimidine-2,4-diamine